2-(2-(9H-carbazol-9-yl)acetyl)-N-phenylhydrazine C1=CC=CC=2C3=CC=CC=C3N(C12)CC(=O)NNC1=CC=CC=C1